ClC1=CC=C(C=C1)[C@@H](N1C[C@@H](N(C[C@H]1CC)C=1C2=C(N(C(N1)=O)C)C=CC(=N2)C#N)C)C2=NC=CC=C2 4-((2s,5R)-4-((R)-(4-chlorophenyl)(pyridin-2-yl)methyl)-5-ethyl-2-methylpiperazin-1-yl)-1-methyl-2-oxo-1,2-dihydropyrido[3,2-d]pyrimidine-6-carbonitrile